ClC1=NC(=NC(=C1)Cl)C(F)F 4,6-dichloro-2-(difluoromethyl)pyrimidine